(7S)-4-[5-(5-fluoro-2-methoxypyridin-4-yl)-1H-pyrazole-3-carbonyl]-N-{8-methyl-8-azabicyclo[3.2.1]oct-2-yl}-4-azaspiro[2.5]octane-7-carboxamide FC=1C(=CC(=NC1)OC)C1=CC(=NN1)C(=O)N1C2(CC2)C[C@H](CC1)C(=O)NC1C2CCC(CC1)N2C